(4S)-5,5-difluoro-3-(trifluoromethyl)-1-[4-(trifluoromethyl)phenyl]-4,6-dihydrocyclopenta[c]pyrazol-4-ol FC1([C@H](C2=C(N(N=C2C(F)(F)F)C2=CC=C(C=C2)C(F)(F)F)C1)O)F